(±)-N-[3-[4-(2-amino-6-methyl-pyrimidin-4-yl)-1,4-oxazepan-3-yl]-4-chloro-phenyl]-2-(dimethylamino)acetamide NC1=NC(=CC(=N1)N1[C@@H](COCCC1)C=1C=C(C=CC1Cl)NC(CN(C)C)=O)C |r|